COC1=CC=C(CNC(CCCC2CN(CCC2)C(=O)OC(C)(C)C)=O)C=C1 tert-butyl 3-(4-((4-methoxybenzyl)amino)-4-oxobutyl)piperidine-1-carboxylate